COCC1=NC2=C(N1)C=C(C=C2C(=O)NC2=CSC=C2)NC(=O)C2=C(C=CC=C2)C(F)(F)F 2-(methoxymethyl)-N-(thiophen-3-yl)-6-({[2-(trifluoromethyl)phenyl]carbonyl}amino)-1H-benzimidazole-4-carboxamide